OC[C@H](CC=1NC=NC1)NC(=O)C=1C=2C[C@@H]3[C@H](C2N(N1)C1=C(C=C(C=C1)F)F)C3 (1aR,5aR)-2-(2,4-Difluoro-phenyl)-1a,2,5,5a-tetrahydro-1H-2,3-diaza-cyclopropa[a]pentalene-4-carboxylic acid [(S)-1-hydroxymethyl-2-(3H-imidazol-4-yl)-ethyl]amide